4-(2-(6-(2-chloro-4-(methylsulfonamido)phenyl)-4-methyl-1,1-dioxido-1,2,6-thiadiazinane-2-yl)acetamido)adamantane-1-carboxamide ClC1=C(C=CC(=C1)NS(=O)(=O)C)N1CC(CN(S1(=O)=O)CC(=O)NC1C2CC3(CC(CC1C3)C2)C(=O)N)C